4-methylpiperidine-4-carboxylic acid ethyl ester C(C)OC(=O)C1(CCNCC1)C